(2E)-N-[2-(1H-imidazol-4-yl)ethyl]-3,7-dimethylocta-2,6-dienamide N1C=NC(=C1)CCNC(\C=C(\CCC=C(C)C)/C)=O